COC1=CC=C(C=N1)NC(=O)[C@H]1CC12CCN(CC2)C(=O)OC(C(F)(F)F)C(F)(F)F 1,1,1,3,3,3-hexafluoro-propan-2-yl (S)-1-((6-methoxypyridin-3-yl)carbamoyl)-6-azaspiro[2.5]octane-6-carboxylate